(R)-N-cyclopropyl-N-(2,4-dimethoxybenzyl)piperidin-3-amine C1(CC1)N([C@H]1CNCCC1)CC1=C(C=C(C=C1)OC)OC